ClC1=CC=C(C(=N1)C(=O)OC)NC(C)C=1C=C(C=C2C(C(=C(OC12)SCC)C)=O)C methyl 6-chloro-3-[1-(2-ethylsulfanyl-3,6-dimethyl-4-oxo-chromen-8-yl)ethylamino]pyridine-2-carboxylate